2-(4-hydroxybenzyl)-5-methylisoindoline-1,3-dione OC1=CC=C(CN2C(C3=CC=C(C=C3C2=O)C)=O)C=C1